((4-(isopropylamino)-6-phenyl-1,3,5-triazin-2-yl)amino)picolinic acid methyl ester COC(C1=NC=CC=C1NC1=NC(=NC(=N1)NC(C)C)C1=CC=CC=C1)=O